5,5-dimethyl-3-oxocyclohex-1-en-1-yl 4-methylbenzoate CC1=CC=C(C(=O)OC2=CC(CC(C2)(C)C)=O)C=C1